succinimidocaproyl-glycine C1(CCC(N1CCCCCC(=O)NCC(=O)O)=O)=O